6-(2-(bicyclo[1.1.1]pentan-1-ylamino)pyrimidin-5-yl)-2-((5-fluoropyridin-3-yl)methyl)pyridazin-3(2H)-one C12(CC(C1)C2)NC2=NC=C(C=N2)C=2C=CC(N(N2)CC=2C=NC=C(C2)F)=O